N[C@@](C(=O)O)(CO)C (2R)-2-amino-3-hydroxy-2-methyl-propanoic acid